3-[3-[[ethyl(methyl)sulfamoyl]amino]-2,6-difluoro-benzoyl]-5-[4,4,5,5-tetramethyl-1,3,2-dioxaborolan-2-yl]-1H-pyrrolo[2,3-b]pyridine C(C)N(S(=O)(=O)NC=1C(=C(C(=O)C2=CNC3=NC=C(C=C32)B3OC(C(O3)(C)C)(C)C)C(=CC1)F)F)C